C(C=CC1=CC=CC=C1)C(C(=O)O)=CC1=CC=CC=C1.C1(=CC=CC=C1)C=CC(=O)OCC=CC1=CC=CC=C1 3-phenylprop-2-enyl 3-phenylprop-2-enoate (CINNAMYL CINNAMATE)